N-(3-(6-((2,6-dimethylpyrimidin-4-yl)amino)-3-oxo-2,3-dihydro-1H-pyrazolo[4,3-c]pyridin-1-yl)phenyl)acetamide CC1=NC(=CC(=N1)NC1=CC2=C(C=N1)C(NN2C=2C=C(C=CC2)NC(C)=O)=O)C